1-(4-butoxyphenyl)-1-(4-methoxyphenyl)prop-2-yn-1-ol C(CCC)OC1=CC=C(C=C1)C(C#C)(O)C1=CC=C(C=C1)OC